methyl 9,9-fluorene-dipropionate C1=CC=CC=2C3=CC=CC=C3C(C12)(CCC(=O)OC)CCC(=O)[O-]